17β-(2,3-dichlorobenzamido)methyl-16-oxo-androsta-5-en-3β-ol acetate C(C)(=O)O[C@@H]1CC2=CC[C@H]3[C@@H]4CC([C@@H]([C@@]4(C)CC[C@@H]3[C@]2(CC1)C)CNC(C1=C(C(=CC=C1)Cl)Cl)=O)=O